[Pd+2].C(C)(C)(C)P(C1=CC=C(C=C1)N(C)C)C(C)(C)C di-t-butyl-(4-dimethylaminophenyl)phosphine palladium (II)